ClC1=CC=C(S1)CNC1=CC(=NN1C(C1=C(C=CC=C1)OC)=O)C1=NC=CC=C1 N-[(5-chlorothiophen-2-yl)methyl]-1-(2-methoxybenzoyl)-3-(pyridin-2-yl)-1H-pyrazol-5-amine